O-octadecyl-2-O-methyl-sn-glycero-3-phosphocholine C(CCCCCCCCCCCCCCCCC)OC(C[N+](C)(C)C)P(OC[C@@H](CO)OC)(=O)[O-]